5-{2-[5-bromo-2-(5-methoxyquinoline-8-sulfonamido)phenyl]ethynyl}-N,N-dimethylpyridine-2-carboxamide BrC=1C=CC(=C(C1)C#CC=1C=CC(=NC1)C(=O)N(C)C)NS(=O)(=O)C=1C=CC(=C2C=CC=NC12)OC